N1(CCC12CCOCC2)C=2OC1=C(N2)C=C(C=C1)NC(=O)C=1C=C2CCCOC2=CC1 chroman-6-carboxylic acid [2-(7-oxa-1-aza-spiro[3.5]non-1-yl)-benzooxazol-5-yl]-amide